C(C)(C)(C)OC(NC1CN(CC(C1)C)C1=NC(=C(C=C1C#N)Cl)NC=1C=C2C=C(C(N(C2=CC1)C)=O)OCC(=O)NC)=O (1-(5-Chloro-3-cyano-6-((1-methyl-3-(2-(methylamino)-2-oxoethoxy)-2-oxo-1,2-dihydroquinolin-6-yl)amino)pyridin-2-yl)-5-methylpiperidin-3-yl)carbamic acid tert-butyl ester